5-(4-methyl-3-(prop-2-yn-1-yloxy)phenyl)-3-(6-methylpyridin-3-yl)-1,2,4-oxadiazole CC1=C(C=C(C=C1)C1=NC(=NO1)C=1C=NC(=CC1)C)OCC#C